CCCCCCCCCCCCCCCCCCCCCCCC(=O)OC[C@H](COP(=O)([O-])OCC[N+](C)(C)C)O The molecule is a lysophosphatidylcholine 24:0 in which the acyl group is specified as tetracosanoyl and is located at position 1. It is a lysophosphatidylcholine 24:0 and a 1-O-acyl-sn-glycero-3-phosphocholine. It derives from a tetracosanoic acid.